6-(2-methoxyethyl)-7-oxo-1H-pyrrolo[2,3-c]pyridine-3-sulfonyl chloride COCCN1C(C2=C(C=C1)C(=CN2)S(=O)(=O)Cl)=O